N-(7-cyano-8-(4,4-difluoropiperidin-1-yl)quinolin-6-yl)-4-((2-hydroxyethyl)sulfonamido)-2-(6-azaspiro[2.5]oct-6-yl)benzamide C(#N)C1=C(C=C2C=CC=NC2=C1N1CCC(CC1)(F)F)NC(C1=C(C=C(C=C1)NS(=O)(=O)CCO)N1CCC2(CC2)CC1)=O